C(C)(C)(C)C1(CCC1)NC(=O)C1=NC(=CC=C1OC)NC1=CC(=CC(=C1)F)F N-(1-tert-butylcyclobutyl)-6-(3,5-difluoroanilino)-3-methoxy-pyridine-2-carboxamide